BrC1=C(C=CC(=C1)C)OCC1=CC=C(C=C1)OC 2-bromo-1-[(4-methoxyphenyl)methoxy]-4-methyl-benzene